N1CC(C1)COC=1C(=CC(=NC1)C#N)C1=CC=2N(C=C1)N=C(C2)NC(=O)C2CC2 N-[5-[5-(azetidin-3-ylmethoxy)-2-cyano-4-pyridyl]pyrazolo[1,5-a]pyridin-2-yl]cyclopropanecarboxamide